5-ethyl-6-(4-(5-hydroxy-6-methylpyrimidine-4-carbonyl)piperazin-1-yl)-7-oxo-2-(4-(2,2,2-trifluoroethyl)-2,3,4,5-tetrahydrobenzo[f][1,4]oxazepine-7-yl)-[1,2,4]triazolo[1,5-a]pyrimidine C(C)C=1N=C2N(C(C1N1CCN(CC1)C(=O)C1=NC=NC(=C1O)C)=O)NC(=N2)C=2C=CC1=C(CN(CCO1)CC(F)(F)F)C2